C(C)OC(C(=O)N)=O oxalamic acid ethyl ester